NC1=C(C(=NN1C(C)C)C1=CC=C(C=C1)CC(NC1=CC(=NO1)C12CC(C1)(C2)C#N)=O)C(=O)N 5-Amino-3-(4-[[(3-[3-cyanobicyclo[1.1.1]pentan-1-yl]-1,2-oxazol-5-yl)carbamoyl]methyl]phenyl)-1-isopropylpyrazole-4-carboxamide